(1-(7-methoxyquinolin-5-yl)cyclopropyl)-2-methyl-5-((1,2,3,4-tetrahydroisoquinolin-3-yl)methoxy)benzamide COC1=CC(=C2C=CC=NC2=C1)C1(CC1)C=1C(=C(C(=O)N)C=C(C1)OCC1NCC2=CC=CC=C2C1)C